FC(COC(N(C1=NC=CC(=C1)C=1C=NC(=NC1)OC)[C@@H]1CC[C@H](CC1)NC1=NC=C(C(=N1)C1=NNC=C1Cl)C(F)(F)F)=O)F 2,2-difluoroethyl(trans-4-((4-(4-chloro-1H-pyrazol-3-yl)-5-(trifluoromethyl)pyrimidin-2-yl)amino)cyclohexyl)(4-(2-methoxypyrimidin-5-yl)pyridin-2-yl)carbamate